(3S)-3-carbamimidamidopent-4-ynoic acid N(C(=N)N)[C@@H](CC(=O)O)C#C